6-chloro-N-(5-chloro-1-(trifluoromethyl)-1H-pyrazol-4-yl)-1H-indole-3-sulfonamide ClC1=CC=C2C(=CNC2=C1)S(=O)(=O)NC=1C=NN(C1Cl)C(F)(F)F